tri-tert-butoxybismuth (III) C(C)(C)(C)O[Bi](OC(C)(C)C)OC(C)(C)C